4-(3,6-dihydro-2H-pyran-4-yl)-6-methoxy-pyrimidin-2-amine O1CCC(=CC1)C1=NC(=NC(=C1)OC)N